C1(=CC=CC=C1)C(CC)=C(N1CCCC1)C1=CC=CC=C1 3,4-diphenyl-4-(1-pyrrolidinyl)-3-butene